(E)-1-(5,6-dimethoxyisoindolin-2-yl)-3-(2-phenylimidazo[1,2-b]pyridazin-3-yl)prop-2-en-1-one COC=1C=C2CN(CC2=CC1OC)C(\C=C\C1=C(N=C2N1N=CC=C2)C2=CC=CC=C2)=O